C1(CC1)C=1C=C(OC=2C(=C(N=NC2)C(=C)C)C(=O)OC)C=CC1 methyl 5-(3-cyclopropylphenoxy)-3-isopropenyl-pyridazine-4-carboxylate